FC=1C(=C(C=CC1F)[C@@H]1[C@H](O[C@@]([C@@H]1C)(C(F)(F)F)C)C(=O)NC1=C(C(=NC=C1)C(=O)N)C)OC 4-[[(2S,3R,4R,5S)-3-(3,4-difluoro-2-methoxy-phenyl)-4,5-dimethyl-5-(trifluoromethyl)tetrahydrofuran-2-carbonyl]amino]-3-methyl-pyridine-2-carboxamide